FC1=CC=C(C=C1)C(N1[C@H](CNCC1)C)C1=CC=C(C=C1)F (S)-1-(bis(4-fluorophenyl)methyl)-2-methylpiperazine